OC=1C(=C(C2=CC=CC=C2C1)C(=O)O)O bishydroxynaphthoic acid